(2R,3R,4S,5S,6R)-2-(hex-5-en-1-ylthio)-6-(hydroxymethyl)tetrahydro-2H-pyran-3,4,5-triyl triacetate C(C)(=O)O[C@H]1[C@H](O[C@@H]([C@@H]([C@@H]1OC(C)=O)OC(C)=O)CO)SCCCCC=C